1'-(2-chloro-3-methoxyphenyl)-2-(2-ethoxyphenyl)-7-[[(2R)-pyrrolidin-2-yl]methyl]spiro[6,8-dihydro-1,7-naphthyridine-5,4'-piperidine] ClC1=C(C=CC=C1OC)N1CCC2(CC1)C=1C=CC(=NC1CN(C2)C[C@@H]2NCCC2)C2=C(C=CC=C2)OCC